S1C=NC2=C1C=CC(=C2)[C@H]2NC(COC2)C D-3-(benzo[D]thiazol-5-yl)-5-methylmorpholine